NC1=C(C=NC(=C1F)Cl)C(=O)C1CCN(CC1)C(=O)OCC1=CC=CC=C1 benzyl 4-(4-amino-6-chloro-5-fluoropyridine-3-carbonyl)piperidine-1-carboxylate